4-[6-amino-5-(2-chloro-6-fluoro-benzyloxy)-pyridin-3-yl]-N-(3-morpholin-4-yl-propyl)-benzamide NC1=C(C=C(C=N1)C1=CC=C(C(=O)NCCCN2CCOCC2)C=C1)OCC1=C(C=CC=C1F)Cl